C(C)[C@@H]1CN2CC[C@]3(C([C@@H]2C[C@@H]1/C(/C(=O)OC)=C\OC)=NC1=CC=CC(=C13)OC)OC1OC(C(C(C1O)O)O)C methyl (E)-2-((2S,3S,7aS,12bS)-3-ethyl-8-methoxy-7a-((3,4,5-trihydroxy-6-methyltetrahydro-2H-pyran-2-yl)oxy)-1,2,3,4,6,7,7a,12b-octahydroindolo[2,3-a]quinolizin-2-yl)-3-methoxyacrylate